4-(1-(Cyclopropylmethyl)-5-fluoro-2-(hydroxymethyl)-1H-indol-7-yl)piperidine-1-carboxylic acid tert-butyl ester C(C)(C)(C)OC(=O)N1CCC(CC1)C=1C=C(C=C2C=C(N(C12)CC1CC1)CO)F